N[C@@H]1CN(CC1)C1=CC(=NC=C1C=1C=NN(C1)C1CCOCC1)NC1=NC(=NC=C1)C1=C(C=CC=C1OC)F (S)-N-(4-(3-aminopyrrolidin-1-yl)-5-(1-(tetrahydro-2H-pyran-4-yl)-1H-pyrazol-4-yl)pyridin-2-yl)-2-(2-fluoro-6-methoxyphenyl)pyrimidin-4-amine